N(=[N+]=[N-])CCOC1=NN=C(S1)NC(C1=CN=C(C=C1C1=C(C(=CC=C1OC)Cl)F)C)=O N-(5-(2-azidoethoxy)-1,3,4-thiadiazol-2-yl)-4-(3-chloro-2-fluoro-6-methoxyphenyl)-6-methylnicotinamide